FC(COCOCC(F)F)F bis(2,2-difluoroethoxy)methane